[(3R)-pyrrolidin-3-yl] 2-[6-[5-(6-methyl-2-pyridyl)-1H-imidazol-4-yl]-3-quinolyl]pyrimidine-5-carboxylate CC1=CC=CC(=N1)C1=C(N=CN1)C=1C=C2C=C(C=NC2=CC1)C1=NC=C(C=N1)C(=O)O[C@H]1CNCC1